C(CCCCCCCCCCCCCCCCC)N.C(CCCCCCCC(=O)O)(=O)O azelaic acid stearylamine salt